3-(5-bromo-2-chloro-phenyl)piperidine-2,6-dione BrC=1C=CC(=C(C1)C1C(NC(CC1)=O)=O)Cl